OCCN(CCO)CCCCCCCC N,N-di(2-hydroxyethyl)octylamine